[Fe+2].P(=O)([O-])([O-])[O-].[Ca+2].[Ca+2].[Ca+2] tricalcium phosphate iron